3-(6-(1H-pyrazol-1-yl)pyridazin-3-yl)-5-methyl-6-(4-nitrophenyl)thieno[2,3-d]pyrimidine-2,4(1H,3H)-dione N1(N=CC=C1)C1=CC=C(N=N1)N1C(NC2=C(C1=O)C(=C(S2)C2=CC=C(C=C2)[N+](=O)[O-])C)=O